3-(N-(3-chloro-1H-indol-7-yl)sulfamoyl)-N-(3-(4-methoxyphenyl)propyl)benzamide ClC1=CNC2=C(C=CC=C12)NS(=O)(=O)C=1C=C(C(=O)NCCCC2=CC=C(C=C2)OC)C=CC1